1,3-bis(2-ethylhexyl)-5,7-bis(5-(trimethylstannyl)thiophen-2-yl)-4H,8H-benzo[1,2-c:4,5-c']Dithiophene-4,8-dione C(C)C(CC1=C2C(=C(S1)CC(CCCC)CC)C(C=1C(=C(SC1C=1SC(=CC1)[Sn](C)(C)C)C=1SC(=CC1)[Sn](C)(C)C)C2=O)=O)CCCC